C(=O)C=1C(=CC(=NC1)C(=O)NC1=C(C(=CC=C1)C1=C2CC\C(\C2=CC=C1)=C/C1=CC(=C(C=C1)C=O)OC)C)COC (E)-5-formyl-N-(3-(1-(4-formyl-3-methoxybenzylidene)-2,3-dihydro-1H-inden-4-yl)-2-methylphenyl)-4-methoxymethyl-pyridineamide